FC1(CCN(CC1)C1=NC(=CC(=N1)C#C)C)F 2-(4,4-difluoro-1-piperidinyl)-4-ethynyl-6-methyl-pyrimidine